3,6-Dihydro-4-methyl-2-(2-methyl-1-propenyl)-2H-pyran CC=1CC(OCC1)C=C(C)C